tert-butyl 4-(5-chloro-4-formyl-2-methoxyphenyl)piperidine-1-carboxylate ClC=1C(=CC(=C(C1)C1CCN(CC1)C(=O)OC(C)(C)C)OC)C=O